1-(4-methyl-piperazino)-2-ethanol CN1CCN(CC1)CCO